3-Chloro-6'-(((1S,3S)-3-((6-methyl-1,2,4-triazin-3-yl)amino)cyclopentyl)amino)-2H-[1,3'-bipyridin]-2-one ClC=1C(N(C=CC1)C=1C=NC(=CC1)N[C@@H]1C[C@H](CC1)NC=1N=NC(=CN1)C)=O